FC=1C(=CC(=NC1)N)C1=C(C=C(C=C1)F)OC 5-fluoro-4-(4-fluoro-2-methoxyphenyl)pyridin-2-amine